2-(7-bromo-5-fluoro-2,3-dihydrobenzofuran-4-yl)acetic acid BrC1=CC(=C(C=2CCOC21)CC(=O)O)F